sulfur Caprylic Acid C(CCCCCCC)(=O)O.[S]